FC1=C(C(=O)O)C=CC(=C1)C#CC1=CC=CC=C1 2-fluoro-4-(2-phenylethynyl)benzoic acid